C(C)OC(=O)C=1C(=NC(=NC1)SC)C 4-methyl-2-(methylthio)pyrimidine-5-carboxylic acid ethyl ester